vinyltriIsopropoxysilane C(=C)[Si](OC(C)C)(OC(C)C)OC(C)C